2-fluoro-benzene-1,4-diamine FC1=C(C=CC(=C1)N)N